ClC1=NC=C(C=N1)C(=C)OCC 2-chloro-5-(1-ethoxyvinyl)pyrimidine